C(C)OC(C(C)(C)C1C(C1)C=O)=O 2-(2-Formylcyclopropyl)-2-methyl-propionic acid ethyl ester